tert-butyl 3-methyl-6-(2-methyl-1,2,3,4-tetrahydropyrazino[1,2-b]indazol-9-yl)-3,4-dihydropyridine-1(2H)-carboxylate CC1CN(C(=CC1)C1=CC2=C3N(N=C2C=C1)CCN(C3)C)C(=O)OC(C)(C)C